BrC=1C=C(CC2C(NC(NC2=O)=S)=O)C=CC1O 5-(3-Bromo-4-hydroxybenzyl)-2-thioxodihydropyrimidine-4,6(1H,5H)-dione